N-[6-(5-chloro-1,3-benzoxazol-2-yl)spiro[3.3]heptane-2-yl]-1-methylsulfonyl-pyrrolidine-3-carboxamide ClC=1C=CC2=C(N=C(O2)C2CC3(CC(C3)NC(=O)C3CN(CC3)S(=O)(=O)C)C2)C1